FC1=C(C=C(C=C1)F)C1=NOC(=C1)CN1C=C2C(C=C1)=NC(=N2)C2=C(C=CC=C2)OC 3-(2,5-difluorophenyl)-5-((2-(2-methoxyphenyl)-5H-imidazo[4,5-c]pyridin-5-yl)methyl)isoxazole